[2-[4-[4-[[3-[1-(Cyanomethyl)-3-(trifluoromethyl)pyrazol-4-yl]imidazo[1,2-a]pyrazin-8-yl]amino]-2-methyl-benzoyl]piperazin-1-yl]-2-oxo-ethyl]-trimethyl-ammonium formate C(=O)[O-].C(#N)CN1N=C(C(=C1)C1=CN=C2N1C=CN=C2NC2=CC(=C(C(=O)N1CCN(CC1)C(C[N+](C)(C)C)=O)C=C2)C)C(F)(F)F